C(C)(=O)N1CC[C@@H]2N(C([C@H](C1)NC(=O)C=1NC3=CC=C(C=C3C1)C(F)(F)P(O)(O)=O)=O)[C@@H](CC2)C(=O)N2CCOCC2 ((2-(((5S,8S,10aR)-3-acetyl-8-(morpholine-4-carbonyl)-6-oxodecahydropyrrolo[1,2-a][1,5]diazocin-5-yl)carbamoyl)-1H-indol-5-yl)difluoromethyl)phosphonic acid